2-(3-(3-(1,3-dioxolan-2-yl)bicyclo[1.1.1]pentan-1-yl)isoxazol-5-yl)-3-methylbutanoic acid O1C(OCC1)C12CC(C1)(C2)C2=NOC(=C2)C(C(=O)O)C(C)C